N1=CC=C(C=C1)N1N=CC(=C1C(F)(F)F)N 1-(pyridin-4-yl)-5-(trifluoromethyl)-1H-pyrazol-4-amine